N-[(4-bromopyridin-2-yl)methyl]formamide BrC1=CC(=NC=C1)CNC=O